1-(5-Methyl-1,3,6,7,8,9-hexahydro-2,4,7-triaza-cyclopenta[a]naphthalen-2-yl)-2-(1-pyridin-4-yl-azetidin-3-yl)-ethanone hydrochloride Cl.CC=1N=C2C(=C3CCNCC13)CN(C2)C(CC2CN(C2)C2=CC=NC=C2)=O